FC(OC1(CCC1)C1=NN=C(O1)C12CC(C1)(C2)C(=O)NC(COC2=CC=C(C=C2)C(F)(F)F)=O)(F)F N-[1-[5-[3-cis-(trifluoromethoxy)cyclobutyl]-1,3,4-oxadiazol-2-yl]-3-bicyclo[1.1.1]pentanoyl]-2-[4-(trifluoromethyl)phenoxy]acetamide